γ-(2-amino-ethyl)aminopropyltrimethoxysilane NCCNCCC[Si](OC)(OC)OC